6-chloro-2-(6-(trifluoromethyl)pyrimidin-4-yl)-1-((2-(trimethylsilyl)ethoxy)methyl)-1H-pyrrolo[3,2-c]pyridine ClC1=CC2=C(C=N1)C=C(N2COCC[Si](C)(C)C)C2=NC=NC(=C2)C(F)(F)F